C1(CCCC1)NC=1C2=C(N=C(N1)C#N)C=CC=N2 4-(cyclopentylamino)pyrido[3,2-d]pyrimidine-2-carbonitrile